CC1(CC1)NC(O[C@@H]1[C@@H](C[C@@H](C1)C1=CC(=NN1)NC(=O)C1=CC(=NN1C)COC(F)(F)F)F)=O |o1:7,8,10| rel-(1S,2R,4R)-2-fluoro-4-(3-(1-methyl-3-((trifluoromethoxy)methyl)-1H-pyrazole-5-carboxamido)-1H-pyrazol-5-yl)cyclopentyl (1-methylcyclopropyl)carbamate